N1N=CC(=C1)C=1C2=C(C(=NC1)NCC=1C=C(C=CC1)NC(=O)C=1C=C3C=NN(C3=CC1)C1CCN(CC1)C)CCO2 N-(3-(((7-(1H-Pyrazol-4-yl)-2,3-dihydrofuro[3,2-c]pyridin-4-yl)amino)methyl)phenyl)-1-(1-methylpiperidin-4-yl)-1H-indazol-5-carboxamid